FC=1C=2N(C=C(C1)C=1C=C3C(=NC1)C=C(S3)C3CCN(CC3)C(=O)OC(C)(C)C)C=C(N2)C tert-butyl 4-[6-(8-fluoro-2-methyl-imidazo[1,2-a]pyridin-6-yl)thieno[3,2-b]pyridin-2-yl]piperidine-1-carboxylate